BrC1=CC=C(C(=N1)NC(=O)[C@H]1N(C[C@@H](C1)F)C(=O)OC(C)(C)C)OC tert-Butyl (2S,4R)-2-((6-bromo-3-methoxypyridin-2-yl)carbamoyl)-4-fluoropyrrolidine-1-carboxylate